C(C=C)(=O)NC=1C=C(C=NC1)C#CCN(C(=O)[C@H]1N(CCC1)C1=NC(=CC(=C1C#N)C(F)(F)F)C)C=1C=C(C=CC1)C (S)-N-(3-(5-acrylamidopyridin-3-yl)prop-2-yn-1-yl)-1-(3-cyano-6-methyl-4-(trifluoromethyl)pyridin-2-yl)-N-(m-tolyl)pyrrolidine-2-carboxamide